Methyl 2'-(difluoromethyl)-5'-methoxy-[3,4'-bipyridine]-4-carboxylate FC(C1=NC=C(C(=C1)C=1C=NC=CC1C(=O)OC)OC)F